N'-(2,5-dimethyl-4-{[3-(pentafluoroethoxy)phenyl]-sulfanyl}phenyl)-N-ethyl-N-methylimidoformamide CC1=C(C=C(C(=C1)SC1=CC(=CC=C1)OC(C(F)(F)F)(F)F)C)N=CN(C)CC